TETRAKIS(TRICHLOROSILYL)GERMANE Cl[Si](Cl)(Cl)[Ge]([Si](Cl)(Cl)Cl)([Si](Cl)(Cl)Cl)[Si](Cl)(Cl)Cl